FC1=CC(=C2C=NN(C2=C1)CC#N)[N+](=O)[O-] 2-(6-fluoro-4-nitro-1H-indazol-1-yl)acetonitrile